ClC=1C(=CC(=NC1)OC)C1=CC(=NN1COCC[Si](C)(C)C)C(=O)N1CCC(CC1)C(=O)NC1CCC(CC1)C (5-(5-chloro-2-methoxypyridin-4-yl)-1-((2-(trimethylsilyl)ethoxy)methyl)-1H-pyrazole-3-carbonyl)-N-(4-methylcyclohexyl)piperidine-4-carboxamide